(R)-1-(Cyclobutyl-1-d)piperidin-3-amine C1(CCC1)([2H])N1C[C@@H](CCC1)N